(2'-aminobiphenyl-2-yl)(chloro)-palladium NC1=C(C=CC=C1)C1=C(C=CC=C1)[Pd]Cl